CN[C@H](CCC)C1OC2=C(O1)C=CC=C2 |o1:2| (R)- or (S)-N-methyl-1,3-benzodioxolylbutanamine